methyl (6S,10S)-10-(1,3-benzodioxol-5-yl)-6-butyl-9-methyl-3,8-dioxo-1-(2-thienyl)-2-(2-thienylmethyl)-4-oxa-2,7,9-triazadodecan-12-oate O1COC2=C1C=CC(=C2)[C@@H](N(C(N[C@H](COC(N(CC=2SC=CC2)CC=2SC=CC2)=O)CCCC)=O)C)CC(=O)OC